tert-Butyl-2-oxopyrrolidine C(C)(C)(C)N1C(CCC1)=O